N=1NN=C(C1)C#CC1=C(C=C(OC2=C(N=NN2)C(=O)O)C=C1)F 5-(4-((2H-1,2,3-triazol-4-yl)ethynyl)-3-fluorophenoxy)-1H-1,2,3-triazole-4-carboxylic acid